C(C)(C)(C)C1=NC(=NO1)C(=O)NCC1=C(C=C(C=C1)C=1C=2N(C=C(C1)C=1C=NN(C1)C)N=CC2)F 5-(tert-Butyl)-N-(2-fluoro-4-(6-(1-methyl-1H-pyrazol-4-yl)pyrazolo[1,5-a]pyridin-4-yl)benzyl)-1,2,4-oxadiazole-3-carboxamide